Lithium behenyl-sulfonate C(CCCCCCCCCCCCCCCCCCCCC)S(=O)(=O)[O-].[Li+]